ClC1=C(C=CC(=C1)F)S(=O)(=O)N1C[C@@H]([C@](C1)(CO)O)S(=O)(=O)C1=CC(=C(C#N)C=C1)F 4-(((3S,4S)-1-((2-chloro-4-fluorophenyl)sulfonyl)-4-hydroxy-4-(hydroxymethyl)pyrrolidin-3-yl)sulfonyl)-2-fluorobenzonitrile